ClCC1=CC=C(C(=O)NCCN2CCC3=CC=CC=C23)C=C1 4-(chloromethyl)-N-(2-(indolin-1-yl)ethyl)benzamide